3,5-dichloro-N-(8-fluoro-4-oxo-3-(2-(trifluoromethyl)benzyl)-3,4-dihydrobenzo[d][1,2,3]triazin-5-yl)-4-hydroxybenzoamide ClC=1C=C(C(=O)NC2=CC=C(C=3N=NN(C(C32)=O)CC3=C(C=CC=C3)C(F)(F)F)F)C=C(C1O)Cl